C(C1=CC=CC=C1)OC(=O)N1C[C@H](NCC1)C(=O)O (S)-4-(benzyloxycarbonyl)piperazine-2-carboxylic acid